((1S,4S,5R)-5-((5-cyclopropyl-3-(2,6-dichlorophenyl)isoxazol-4-yl)methoxy)-2-azabicyclo[2.2.1]heptan-2-yl)benzo[d]thiazole-6-carboxylic acid C1(CC1)C1=C(C(=NO1)C1=C(C=CC=C1Cl)Cl)CO[C@H]1[C@@H]2CN([C@H](C1)C2)C=2SC1=C(N2)C=CC(=C1)C(=O)O